trans-1,2-cyclooctanediol [C@@H]1([C@@H](CCCCCC1)O)O